N(=[N+]=[N-])C(C)C1=C(C=CC=C1)CC(=O)O 2-(2-(1-azidoethyl)phenyl)acetic acid